CITRONELLYL PROPIONATE (3,7-dimethyloct-6-en-1-yl propionate) CC(CCC(C(=O)O)C)CCC=C(C)C.C(CC)(=O)OCCC(C)CCC=C(C)C